3-(2-amino-6-(1-(3-hydroxybenzyl)-2-oxo-1,2-dihydropyridin-4-yl)pyrimidin-4-yl)-2-methylbenzonitrile NC1=NC(=CC(=N1)C=1C(=C(C#N)C=CC1)C)C1=CC(N(C=C1)CC1=CC(=CC=C1)O)=O